BrC=1C=C2C(=NC=NC2=CC1)OC1CC2(C1)CCN(CC2)C(=O)OC(C)(C)C tert-butyl 2-(6-bromoquinazolin-4-yl)oxy-7-azaspiro[3.5]nonane-7-carboxylate